(1S)-2-(2-benzyloxy-3-fluoro-phenyl)-1-[4-[4-(1,3-dioxolan-2-yl)-1-piperidyl]-5-fluoro-2-methoxy-phenyl]-2-azaspiro[3.4]octan-3-one C(C1=CC=CC=C1)OC1=C(C=CC=C1F)N1[C@H](C2(C1=O)CCCC2)C2=C(C=C(C(=C2)F)N2CCC(CC2)C2OCCO2)OC